Methyl-5-benzyl-3-((R)-1-((tert-butoxycarbonyl)amino)-2-methoxyethyl)-4,5-dihydroisoxazole CC1C(=NOC1CC1=CC=CC=C1)[C@H](COC)NC(=O)OC(C)(C)C